4-{2-chloro-3-[(3,5-dimethyl-1H-pyrazol-1-yl)methyl]-4-(methylsulfonyl)benzoyl}-1-methyl-1H-pyrazol-5-yl 1,3-dimethyl-1H-pyrazole-4-carboxylate CN1N=C(C(=C1)C(=O)OC1=C(C=NN1C)C(C1=C(C(=C(C=C1)S(=O)(=O)C)CN1N=C(C=C1C)C)Cl)=O)C